isoindolo[2,1-A]quinazoline C1=CC=CC=2C=NC=3N(C12)C=C1C=CC=CC13